2,2'-(2-methylpropylidene)bis(4,6-dimethylphenol) CC(C(C1=C(C(=CC(=C1)C)C)O)C1=C(C(=CC(=C1)C)C)O)C